N-(4-(6-(dibenzo[b,d]furane-2-yl(9,9-dimethyl-9H-fluorene-2-yl)amino)-1,3,3-trimethyl-2,3-dihydro-1H-indene-1-yl)phenyl)-N-(9,9-dimethyl-9H-fluorene-2-yl)dibenzo[b,d]furan-2-amine C1=C(C=CC=2OC3=C(C21)C=CC=C3)N(C3=CC=C2C(CC(C2=C3)(C)C3=CC=C(C=C3)N(C3=CC2=C(OC1=C2C=CC=C1)C=C3)C3=CC=1C(C2=CC=CC=C2C1C=C3)(C)C)(C)C)C3=CC=1C(C2=CC=CC=C2C1C=C3)(C)C